2-(4-methoxybenzyl)-8-(trifluoromethyl)-3,4-dihydropyrrolo[1,2-a]Pyrazin-1(2H)-one COC1=CC=C(CN2C(C=3N(CC2)C=CC3C(F)(F)F)=O)C=C1